NC=1C(=C(C(=C(C1)F)F)NC=1C(=C2C(N(C=NC2=CC1)C)=O)F)Cl 6-((3-amino-2-chloro-5,6-difluorophenyl)amino)-5-fluoro-3-methylquinazolin-4(3H)-one